C(C)(=O)[O-].C(CCCCC)[NH+]1CCC(CC1)CC 1-Hexyl-4-ethylpiperidinium acetat